C(C=C)(=O)N[C@H]1CN(CCC1)CC1=CC(=NC=C1)C(=O)NC1=CC=C(C=C1)C1=CC2=C(N=CN=C2N2CC3C(C2)COC3)N1 4-(((R)-3-acrylamidopiperidin-1-yl)methyl)-N-(4-(4-(tetrahydro-1H-furo[3,4-c]pyrrol-5(3H)-yl)-7H-pyrrolo[2,3-d]pyrimidin-6-yl)phenyl)pyridine-2-carboxamide